2-chloro-N-[2-(1H-indol-3-yl)ethyl]-7-isopropenyl-pyrrolo[2,1-f][1,2,4]Triazin-4-amine ClC1=NN2C(C(=N1)NCCC1=CNC3=CC=CC=C13)=CC=C2C(=C)C